3-[[(3R,4R)-4-[4-Chloro-2-(5-fluoro-2-pyridyl)-1H-imidazol-5-yl]-3-methyl-1-piperidyl]sulfonyl]-N-(5-fluoro-2-pyridyl)propenamide ClC=1N=C(NC1[C@H]1[C@H](CN(CC1)S(=O)(=O)C=CC(=O)NC1=NC=C(C=C1)F)C)C1=NC=C(C=C1)F